ClCC(CN(C(OC(C)(C)C)=O)C)N(C([O-])=O)C tert-butyl (chloromethyl)ethane-1,2-diylbis(methylcarbamate)